2-((3-((5s,10s)-3,7-Bis(dimethylamino)-5-methyl-3'-oxo-3'H,5H-spiro[dibenzo[b,e]siline-10,1'-isobenzofuran]-5-yl)propyl)thio)acetic acid CN(C=1C=CC2=C([Si](C3=C(C=CC(=C3)N(C)C)C23OC(C2=CC=CC=C32)=O)(C)CCCSCC(=O)O)C1)C